C(C)(C)(C)OC(=O)N[C@@H](CO[Si](C)(C)C(C)(C)C)C(=O)O N-(tert-butyloxycarbonyl)-O-(tert-butyldimethylsilyl)serine